(R)-tetrahydrofuran-2-carbaldehyde O1[C@H](CCC1)C=O